N-[3-(6-chloro-1,3-benzothiazol-2-yl)-1-bicyclo[1.1.1]pentanyl]-5-sulfamoyl-furan-2-carboxamide ClC1=CC2=C(N=C(S2)C23CC(C2)(C3)NC(=O)C=3OC(=CC3)S(N)(=O)=O)C=C1